BrC1=C(C(=O)NNC(C(=O)OCC)=O)C=C(C=C1)C#N ethyl 2-(2-(2-bromo-5-cyanobenzoyl)hydrazineyl)-2-oxoacetate